4-[(1S,3R,4S,5R)-5-[[4-cyclopropyl-1-(2,6-dichlorophenyl)-1H-pyrazol-5-yl]methoxy]-3-ethyl-2-azabicyclo[2.2.1]heptane-2-yl]-2-fluorobenzoic acid C1(CC1)C=1C=NN(C1CO[C@H]1[C@@H]2[C@H](N([C@H](C1)C2)C2=CC(=C(C(=O)O)C=C2)F)CC)C2=C(C=CC=C2Cl)Cl